p-benzenedipropaneamine C1(=CC=C(C=C1)CCCN)CCCN